C(CCC(=S)OC1=C(C=CC=C1)CCCCCC)(=S)OC1=C(C=CC=C1)CCCCCC.[Sn] tin di(2-hexylphenyl) dithiosuccinate